P(=O)(OCC)(OCC(F)(F)F)F ethyl (2,2,2-trifluoroethyl) fluorophosphate